C(#N)[C@H](CC=1C(NC2=CC=C(C=C2C1)C)=O)NC(=O)C1C[C@@H]2[C@H](N1C([C@H](C(C)(C)C)NC(OCC1=CC=CC=C1)=O)=O)CCO2 Benzyl ((2S)-1-((3aR,6aR)-5-(((S)-1-cyano-2-(6-methyl-2-oxo-1,2-dihydroquinolin-3-yl)ethyl)carbamoyl)hexahydro-4H-furo[3,2-b]pyrrol-4-yl)-3,3-dimethyl-1-oxobutan-2-yl)carbamate